3-(2-ethylhexyl)-2-thiophenecarboxaldehyde C(C)C(CC1=C(SC=C1)C=O)CCCC